5-(3-methoxy-phenylthio)-2-(2-hydroxy-3-tert-butyl-5-methylphenyl)-2H-benzotriazole COC=1C=C(C=CC1)SC1=CC=2C(=NN(N2)C2=C(C(=CC(=C2)C)C(C)(C)C)O)C=C1